2-(((3ar,4r,6r,6as)-6-(5-ethyl-4-((4-methoxybenzyl)amino)-7H-pyrrolo[2,3-d]pyrimidin-7-yl)-2,2-dimethyltetrahydro-4H-cyclopenta[d][1,3]dioxol-4-yl)methyl)isoindoline-1,3-dione C(C)C1=CN(C=2N=CN=C(C21)NCC2=CC=C(C=C2)OC)[C@@H]2C[C@@H]([C@@H]1[C@H]2OC(O1)(C)C)CN1C(C2=CC=CC=C2C1=O)=O